C1(CCCC1)OC1=C(C=CC=C1)C1(CC1)/C(/N)=N/OC(=O)C1=NN(C(=C1)C(F)F)C (Z)-1-(2-(cyclopentyloxy)phenyl)-N'-((5-(difluoromethyl)-1-methyl-1H-pyrazole-3-carbonyl)oxy)cyclopropane-1-carboximidamide